(6aR,8R)-8-(benzyloxy)-6a-ethyl-2-(3-fluoro-2-methoxyphenyl)-6a,7,8,9-tetrahydropyrrolo[1',2':4,5]-pyrazino[2,3-c]pyridazin-6(5H)-one C(C1=CC=CC=C1)O[C@@H]1C[C@]2(N(C=3C(=NN=C(C3)C3=C(C(=CC=C3)F)OC)NC2=O)C1)CC